2-((2-(4-((benzyloxy)carbonyl)piperazin-1-yl)pyrimidin-5-yl)oxy)acetic acid C(C1=CC=CC=C1)OC(=O)N1CCN(CC1)C1=NC=C(C=N1)OCC(=O)O